(S)-2-((3-cyanobenzyl)amino)-5,5-dimethylhexanoic acid HCl Cl.C(#N)C=1C=C(CN[C@H](C(=O)O)CCC(C)(C)C)C=CC1